S(N)(=O)(=O)C=1C=C(C=CC1C=1C=NC=C(C1)OC(F)(F)F)CC(=O)N 3-sulfamoyl-4-[5-(trifluoromethoxy)pyridin-3-yl]Phenyl-acetamide